C1(CCCCC1)C1N(CCC(C1)C1=CC2=C(N(C(O2)=O)C)C=C1)C(=O)N cyclohexyl-4-(3-methyl-2-oxo-1,3-benzoxazol-6-yl)piperidine-1-carboxamide